FC1=CC(=C(OC=2C3=C(NC(N2)=O)CNCC3)C=C1)C(F)(F)F 4-[4-Fluoro-2-(trifluoromethyl)phenoxy]-1H,2H,5H,6H,7H,8H-pyrido[3,4-d]pyrimidin-2-one